C1(CC1)C1(NC(=NC(=N1)NCCN1CCN(CC1)C)NCC1=CC=NC=C1)N 2-cyclopropyl-N4-(2-(4-methylpiperazin-1-yl)ethyl)-N6-pyridin-4-ylmethyl-1,3,5-triazine-2,4,6-triamine